N-(6-Chloroquinolin-4-yl)-N',N'-diethylpropane-1,3-diamine ClC=1C=C2C(=CC=NC2=CC1)NCCCN(CC)CC